(5-(6-chloro-5-methoxy-1-methyl-3-(1H-pyrazol-4-yl)-1H-pyrrolo[3,2-b]pyridin-2-yl)-4H-1,2,4-triazol-3-yl)methanol ClC=1C=C2C(=NC1OC)C(=C(N2C)C=2NC(=NN2)CO)C=2C=NNC2